CC1=C(C=NC=2OCCNC21)C=2C1=C(N=C(N2)NC=2C=NC=3CCN(CC3C2)C)CNCC1 (8-methyl-2,3-dihydro-1H-pyrido[2,3-b][1,4]oxazin-7-yl)-N-(6-methyl-5,6,7,8-tetrahydro-1,6-naphthyridin-3-yl)-5,6,7,8-tetrahydropyrido[3,4-d]pyrimidin-2-amine